COC=1C=C2CCN(C(C2=CC1OC)CCC1=CN(C2=CC=CC=C12)CC(=O)OCC)CC1CCOCC1 Ethyl 2-(3-(2-(6,7-dimethoxy-2-((tetrahydro-2H-pyran-4-yl)methyl)-1,2,3,4-Tetrahydroisoquinolin-1-yl)ethyl)-1H-indol-1-yl)acetate